(S)-1-chloro-3-(2,6-dichloro-4-(2-(4-((R)-2-hydroxy-3-(ethylsulfonyl)propoxy)phenyl)propan-2-yl)phenoxy)propan-2-ol ClC[C@H](COC1=C(C=C(C=C1Cl)C(C)(C)C1=CC=C(C=C1)OC[C@H](CS(=O)(=O)CC)O)Cl)O